C(C)C1=CN(C2=CC=C(C=C12)C(=O)O)C1=CC=C(C=C1)C(F)(F)F 3-ethyl-1-[4-(trifluoromethyl)phenyl]indole-5-carboxylic acid